(2R,3R,4R,5S)-1-(2,6-difluoro-4-morpholinophenyl)2-methylpiperidine-3,4,5-triol FC1=C(C(=CC(=C1)N1CCOCC1)F)N1[C@@H]([C@H]([C@@H]([C@H](C1)O)O)O)C